[K+].P(=O)(OCCCCCCCCCCC(C)C)([O-])[O-].[K+] isotridecyl phosphate potassium salt